FC1=C(C=C(C=C1)F)[C@H](C[C]OOC)NCCC(=O)OC Methyl (S)-3-((1-(2,5-difluorophenyl)-3-(methylperoxy)-3λ2-propyl)amino)propanoate